P(=O)(O)(O)OCC1(CC1)C(=O)O (phosphonooxymethyl)cyclopropane-1-carboxylic acid